2,4-dimethyl-3-methylsulfonylbenzoic acid CC1=C(C(=O)O)C=CC(=C1S(=O)(=O)C)C